Cl.BrC=1C=C2CCNCC2=C(C1)C 6-bromo-8-methyl-1,2,3,4-tetrahydroisoquinoline hydrochloride